BrC1=CC=C(C=C1)C1=NN(C=N1)CC1=CC=C(C=C1)OC 3-(4-bromophenyl)-1-(4-methoxybenzyl)-1H-1,2,4-triazole